2-((4-((R)-2-(4-chloro-2-fluorophenyl)-3-fluoro-2H-chromen-8-yl)piperidin-1-yl)methyl)-3-(((S)-oxabutan-2-yl)methyl)-3H-imidazo[4,5-B]pyridine-5-carboxylic acid ClC1=CC(=C(C=C1)[C@H]1OC2=C(C=CC=C2C=C1F)C1CCN(CC1)CC1=NC=2C(=NC(=CC2)C(=O)O)N1C[C@@H](O)CC)F